(3S)-5,6-dichloro-1'-[(1R,3R)-rel-3-(hydroxymethyl)cyclopentanecarbonyl]-1H-spiro[indol-3,3'-pyrrolidin]-2-one ClC=1C=C2C(=CC1Cl)NC([C@]21CN(CC1)C(=O)[C@H]1C[C@@H](CC1)CO)=O |o1:17,19|